(S)-N-(5-cyclopropyl-2-morpholinothiazolo[4,5-b]pyridin-6-yl)-6-(3-hydroxypyrrolidin-1-yl)pyridine-2-carboxamide C1(CC1)C1=C(C=C2C(=N1)N=C(S2)N2CCOCC2)NC(=O)C2=NC(=CC=C2)N2C[C@H](CC2)O